ClC1=C(C(=O)NCC(N2CCC(CC2)OC2=NC(=NC(=C2F)C)C)C2=C(N=CS2)C(F)F)C(=CC=C1)F 2-Chloro-N-{2-[4-(difluoromethyl)-1,3-thiazol-5-yl]-2-{4-[(5-fluoro-2,6-dimethylpyrimidin-4-yl)oxy]piperidin-1-yl}ethyl}-6-fluorobenzamid